tert-butyl 3-((ethylthio)methyl)azetidine-1-carboxylate C(C)SCC1CN(C1)C(=O)OC(C)(C)C